(6S,7S)-6-((2-fluoro-[1,1'-biphenyl]-3-yl)methyl)-N-(2-methoxyethyl)-7-(methylsulfonamido)-5-azaspiro[2.4]heptane-5-carboxamide FC1=C(C=CC=C1C[C@@H]1N(CC2(CC2)[C@@H]1NS(=O)(=O)C)C(=O)NCCOC)C1=CC=CC=C1